(R)-4-(2-fluoro-4-methoxythieno[3,2-e]benzofuran-7-yl)-2-methyl-4-oxobutanoic acid FC=1OC2=C(C1)C1=C(C=C2OC)SC(=C1)C(C[C@H](C(=O)O)C)=O